ClC1=NN=C2N1C1=CC=CC=C1C(=N2)N(C2=NC(=CN=C2)C2=CC=C(C=C2)C2(CC2)C(F)(F)F)C chloro-N-methyl-N-(6-(4-(1-(trifluoromethyl)cyclopropyl)phenyl)pyrazin-2-yl)-[1,2,4]triazolo[4,3-a]quinazolin-5-amine